4-bromo-1-{2-[(tert-butyldimethylsilyl)oxy]-2-methylpropyl}-2-(ethoxymethyl)-5-phenyl-1H-imidazole BrC=1N=C(N(C1C1=CC=CC=C1)CC(C)(C)O[Si](C)(C)C(C)(C)C)COCC